FC1=C2CCN(CC2=CC=C1)C(=O)[O-] 5-fluoro-3,4-dihydroisoquinoline-2(1H)-carboxylate